O1[C@@H](COCC1)COC=1N2CCC3=C(C2=C(C(C1)=O)C)C=CC(=C3)N3CCCC3 4-[[(2S)-1,4-dioxan-2-yl]methoxy]-1-methyl-9-pyrrolidin-1-yl-6,7-dihydrobenzo[a]quinolizin-2-one